C1(=CC=CC=C1)P(C1=CC=CC=C1)C1=C(C2=CC=CC=C2C=C1)C1=CC=CC2=CC=CC=C12 diphenylphosphino-Binaphthyl